trans-2-((4-(4-(4-(Difluoromethyl)phenyl)-5-methyl-4H-1,2,4-triazol-3-yl)cyclohexyl)oxy)pyridin FC(C1=CC=C(C=C1)N1C(=NN=C1C)[C@@H]1CC[C@H](CC1)OC1=NC=CC=C1)F